CSC1=NC(=NC=C1)N1C[C@H]([C@H](CC1)O)O |r| rac-cis-1-(4-methylthiopyrimidin-2-yl)piperidine-3,4-diol